CC1CCCC(O1)=O Tetrahydro-6-methyl-2H-pyran-2-one